CN(\C=C(\C(C(=O)OC)=O)/[N+](=O)[O-])C methyl (Z)-4-(dimethylamino)-3-nitro-2-oxobut-3-enoate